Cl.FC1=CC=C(C=N1)O[C@@H]1C[C@H](C1)NC(=O)[C@@H]1CNC[C@H]1C1=CC=CC=C1 |r| (±)-trans-N-{trans-3-[(6-fluoropyridin-3-yl)oxy]cyclobutyl}-4-phenylpyrrolidine-3-carboxamide hydrochloride